(R)-3-(3-chloro-4-fluorophenyl)-1-ethyl-1-(1-(1-methoxyisoquinolin-4-yl)propyl)urea ClC=1C=C(C=CC1F)NC(N([C@H](CC)C1=CN=C(C2=CC=CC=C12)OC)CC)=O